2-(isopropylamino)-5-(5-(2-methoxy-phenyl)pyrimidin-2-yl)benzonitrile C(C)(C)NC1=C(C#N)C=C(C=C1)C1=NC=C(C=N1)C1=C(C=CC=C1)OC